C1(CC1)C=1C=C(C=CC1)[C@@H](C)NC1=NC(=NC2=CC(=C(C=C12)OC)OC)C N-[(1R)-1-(3-cyclopropylphenyl)ethyl]-6,7-dimethoxy-2-methylquinazolin-4-amine